CC1=NC2=C(C(=CC=C2C=C1)C(=O)O)O 2-methyl-8-hydroxyquinoline-7-carboxylic acid